O1C(CCCC1)C1OCCCC1 oxacyclohexyl-(oxan)